COC(=O)C1(CCC2(N(C(C3=CC=C(C=C23)OC)Cl)C[C@H](CO)C)CC1)NC1=CC(=CC=C1)Cl chloro-4-(3-chloroanilino)-2'-[(2R)-3-hydroxy-2-methylpropyl]-6'-methoxy-2',3'-dihydrospiro[cyclohexane-1,1'-isoindole]-4-carboxylic acid methyl ester